6-(bromomethyl)-2,2-dimethyl-4H-1,3-dioxin-4-one BrCC1=CC(OC(O1)(C)C)=O